N-(1H-pyrrolo[2,3-c]pyridin-5-yl)-2,3-dihydrobenzofuran-2-carboxamide N1C=CC=2C1=CN=C(C2)NC(=O)C2OC1=C(C2)C=CC=C1